2-((3-(2,6-dioxopiperidin-3-yl)-1-methyl-2-oxo-2,3-dihydro-1H-benzo[d]imidazol-5-yl)oxy)acetic acid O=C1NC(CCC1N1C(N(C2=C1C=C(C=C2)OCC(=O)O)C)=O)=O